(1S,3S,4S)-2-tert-butoxycarbonyl-5,5-difluoro-2-azabicyclo[2.2.2]octane-3-carboxylic acid C(C)(C)(C)OC(=O)N1[C@@H]2CC([C@H]([C@H]1C(=O)O)CC2)(F)F